CC1=C(C(=O)N[C@H](C)C2=CC=CC3=CC=CC=C23)C=C(C=C1)N1C(NCC1)=O (R)-2-methyl-N-(1-(naphthalen-1-yl)ethyl)-5-(2-oxoimidazolidin-1-yl)benzamide